COC=1C=C(C=CC1OC)CNCC1=CC(=NC=C1)N1N=CC=C1 1-(3,4-dimethoxyphenyl)-N-[(2-pyrazol-1-yl-4-pyridinyl)methyl]methylamine